tert-butyl 6-((6-fluoroquinolin-4-yl) (methyl) amino)-2-azaspiro[3.3]heptane-2-carboxylate FC=1C=C2C(=CC=NC2=CC1)N(C1CC2(CN(C2)C(=O)OC(C)(C)C)C1)C